FC1=CC=C(CNCCN2CCCC2)C=C1 (4-fluoro-benzyl)-(2-(pyrrolidin-1-yl)-ethyl)-amine